N-[(3R)-5-benzyl-8-fluoro-7-(N-hydroxycarbamimidoyl)-4-oxo-2,3-dihydro-1,5-benzothiazepine-3-yl]Carbamic acid tert-butyl ester C(C)(C)(C)OC(N[C@H]1CSC2=C(N(C1=O)CC1=CC=CC=C1)C=C(C(=C2)F)C(NO)=N)=O